N-(5-(3-(5-chloro-2-methoxyphenyl)ureido)benzo[d]thiazol-2-yl)benzenesulfonamide ClC=1C=CC(=C(C1)NC(NC=1C=CC2=C(N=C(S2)NS(=O)(=O)C2=CC=CC=C2)C1)=O)OC